(4-Cyclopropylbutyl)-2,2-dimethyl-4-(3-methyl-2-oxo-1,3-benzoxazol-6-yl)piperidine-1-carboxamide C1(CC1)CCCCC1C(N(CCC1C1=CC2=C(N(C(O2)=O)C)C=C1)C(=O)N)(C)C